norbornenyl-bicyclo[2.2.1]heptane C12(C=CC(CC1)C2)C21CCC(CC2)C1